(2R,5S)-5-[[2-(4-Chloro-3-fluorophenoxy)acetyl]amino]-2-[6-(trifluoromethyl)imidazo[1,2-a]pyridin-2-yl]-piperidin ClC1=C(C=C(OCC(=O)N[C@H]2CC[C@@H](NC2)C=2N=C3N(C=C(C=C3)C(F)(F)F)C2)C=C1)F